C(C1(C=2C(=C(C(=C(C2C(C(C1([2H])[2H])([2H])[2H])(C([2H])([2H])[2H])C([2H])([2H])[2H])[2H])C1=C(C(=CC=C1)C1=C(C=2C(C(C(C(C2C(=C1[2H])[2H])(C([2H])([2H])[2H])C([2H])([2H])[2H])([2H])[2H])([2H])[2H])(C([2H])([2H])[2H])C([2H])([2H])[2H])[2H])NC=1C(=CC=CC1)N)[2H])[2H])C([2H])([2H])[2H])([2H])([2H])[2H] N1-(2,6-Bis(5,5,8,8-tetrakis(methyl-d3)-5,6,7,8-tetrahydronaphthalen-2-yl-1,3,4,6,6,7,7-d7)phenyl)benzene-1,2-diamine